ClC1=NC(=CC(=C1)N1CC(C1)OC)SC 2-chloro-4-(3-methoxyazetidin-1-yl)-6-(methylsulfanyl)pyridine